2,2'-azobis[2-(3,4,5,6-tetrahydropyrimidine-2-yl)propane] dihydrochloride Cl.Cl.N(=NC(C)(C)C1=NCCCN1)C(C)(C)C1=NCCCN1